BrC1=C(C=CC2=C1C=C(O2)C(=O)O)N2CCN(CC2)C(=O)N2CCCC2 4-bromo-5-[4-(pyrrolidine-1-carbonyl)-piperazin-1-yl]-benzofuran-2-carboxylic acid